OC1=C(C=C(C=C1C(C)(C)C)C(C(=O)OCC(COC(C(C)C1=CC(=C(C(=C1)C(C)(C)C)O)C(C)(C)C)=O)(COC(C(C)C1=CC(=C(C(=C1)C(C)(C)C)O)C(C)(C)C)=O)COC(C(C)C1=CC(=C(C(=C1)C(C)(C)C)O)C(C)(C)C)=O)C)C(C)(C)C pentaerythritol tetrakis(4-hydroxy-3,5-di-t-butylphenylpropionate)